4-(2,6,6-Trimethyl-1-cyclohexenyl)-3-butenon CC1=C(C(CCC1)(C)C)C=CC(C)=O